N-[[5-[5-(difluoromethyl)-1,3,4-oxadiazol-2-yl]thiazol-2-yl]methyl]-1,5-dimethyl-pyrazol-4-amine FC(C1=NN=C(O1)C1=CN=C(S1)CNC=1C=NN(C1C)C)F